(R)-5-(4-chlorophenyl)-3-(3-methyl-1H-indazol-5-yl)-5,6,7,8-tetrahydro-[1,2,4]triazolo[4,3-a]pyridine ClC1=CC=C(C=C1)[C@H]1CCCC=2N1C(=NN2)C=2C=C1C(=NNC1=CC2)C